(2S)-ethyl 2-(((4-nitrophenoxy) (phenoxy) phosphoryl) amino)-3-phenylpropionate [N+](=O)([O-])C1=CC=C(OP(=O)(OC2=CC=CC=C2)N[C@H](C(=O)OCC)CC2=CC=CC=C2)C=C1